5-bromo-3-((2,4-di-chlorophenylimino)meth-yl)-2-(isobutyryloxy)phenyl 4-methylbenzoate CC1=CC=C(C(=O)OC2=C(C(=CC(=C2)Br)C=NC2=C(C=C(C=C2)Cl)Cl)OC(C(C)C)=O)C=C1